tert-butyl-(2R,4R)-4-((6-((1-(tert-butyl)-5-methyl-1H-pyrazol-3-yl) amino)-3,5-difluoro-4-methylpyridin-2-yl) methyl)-1-(3-chloro-2-fluorobenzyl)-2-methylpiperidine-4-carboxylate C(C)(C)(C)OC(=O)[C@]1(C[C@H](N(CC1)CC1=C(C(=CC=C1)Cl)F)C)CC1=NC(=C(C(=C1F)C)F)NC1=NN(C(=C1)C)C(C)(C)C